C(C1=CC=CC=C1)OC1=CC(=C(N)C=C1OC)C=1N=NN(N1)C1=CC=C(C=C1)CCN1CC2=CC=NC=C2CC1 4-(Benzyloxy)-2-(2-(4-(2-(3,4-dihydro-2,6-naphthyridin-2(1H)-yl)ethyl)phenyl)-2H-tetrazol-5-yl)-5-methoxyaniline